4-hydroxy-3,3-dimethylpyrrolidine-1-carboxylic acid tert-butyl ester C(C)(C)(C)OC(=O)N1CC(C(C1)O)(C)C